FC(S(=O)(=O)N)F 1,1-difluoromethane-sulfonamide